1-{3-[{4-[cyano(phenyl)methylidene]piperidin-1-yl}(oxo)acetyl]-4-methoxy-1H-pyrrolo[2,3-c]pyridin-7-yl}-1H-1,2,4-triazole-3-carboxylic acid C(#N)C(=C1CCN(CC1)C(C(=O)C1=CNC2=C(N=CC(=C21)OC)N2N=C(N=C2)C(=O)O)=O)C2=CC=CC=C2